N-((4,6-dimethyl-2-oxo-1,2-dihydropyridin-3-yl)methyl)-2'-methoxy-[1,1'-biphenyl]-3-carboxamide CC1=C(C(NC(=C1)C)=O)CNC(=O)C=1C=C(C=CC1)C1=C(C=CC=C1)OC